(2-chlorophenyl)-1-(((2S)-2-hydroxypropyl)amino)-6-(trifluoromethyl)-3H-pyrido[1,2-c]pyrimidin-3-one ClC1=C(C=CC=C1)C1=C2N(C(=NC1=O)NC[C@H](C)O)C=CC(=C2)C(F)(F)F